tert-butyl (4-(6-chloro-8-fluoro-2-(((S)-1-methylpyrrolidin-2-yl)methoxy)-4-(methylthio)quinazolin-7-yl)benzo[d]thiazol-2-yl)carbamate ClC=1C=C2C(=NC(=NC2=C(C1C1=CC=CC2=C1N=C(S2)NC(OC(C)(C)C)=O)F)OC[C@H]2N(CCC2)C)SC